FC1=C(C=CC=C1)C1(CCC1)C=O 1-(2-fluorophenyl)cyclobutane-1-carbaldehyde